tert-butyl 4-(3-(3-chloro-4-(4-(cyclobutanecarbonyl)piperazine-1-carbonyl)phenylamino)azetidin-1-yl)piperidine-1-carboxylate ClC=1C=C(C=CC1C(=O)N1CCN(CC1)C(=O)C1CCC1)NC1CN(C1)C1CCN(CC1)C(=O)OC(C)(C)C